CC(CC)CCC(CCCCC)C 3,6-DIMETHYL-UNDECANE